NCC1=CC(=C(OC2=C3C(=NC=C2)NC=C3C3=CC(=NC=N3)NCCS(=O)(=O)C3=CC=C(C)C=C3)C(=C1)F)F 6-(4-(4-(Aminomethyl)-2,6-difluorophenoxy)-1H-pyrrolo[2,3-b]pyridin-3-yl)-N-(2-tosylethyl)pyrimidin-4-amin